methyl 2-[[4-[6-[(2-bromothiazol-5-yl)methoxy]-2-pyridyl]-2,5-difluoro-phenyl]methyl]-3-[[(2S)-oxetan-2-yl]methyl]benzimidazole-5-carboxylate BrC=1SC(=CN1)COC1=CC=CC(=N1)C1=CC(=C(C=C1F)CC=1N(C2=C(N1)C=CC(=C2)C(=O)OC)C[C@H]2OCC2)F